ClC=1C(=NC(=NC1)NC1CCOCC1)C1=CC=C2CN(C(C2=C1)=O)CC(=O)NC1CN(CCC1)C1=CC=CC=C1 2-(6-{5-chloro-2-[(oxan-4-yl)amino]pyrimidin-4-yl}-1-oxo-2,3-dihydro-1H-isoindol-2-yl)-N-(1-phenylpiperidin-3-yl)acetamide